(2S)-2-(2-cyclopropyl-4,6-difluorophenoxy)propionic acid C1(CC1)C1=C(O[C@H](C(=O)O)C)C(=CC(=C1)F)F